2-(3,5-Dimethylisoxazol-4-yl)acetic acid ethyl ester C(C)OC(CC=1C(=NOC1C)C)=O